CC1(COC1)COC=1C=C2C=CN=C(C2=CC1)NC=1C=NC(=NC1)C 6-((3-methyloxetan-3-yl)methoxy)-N-(2-methylpyrimidin-5-yl)isoquinolin-1-amine